C(#N)C1=CC=2N(N=C1)C(=CC2)C2=NC=C(C(=O)NC[C@H](C(C)(C)O)F)C(=C2)NC2CCC(CC2)N2C(=NN=C2)C(F)F 6-(3-cyanopyrrolo[1,2-b]pyridazin-7-yl)-4-(((1r,4R)-4-(3-(difluoromethyl)-4H-1,2,4-triazol-4-yl)cyclohexyl)amino)-N-((R)-2-fluoro-3-hydroxy-3-methylbutyl)nicotinamide